aspartic acid dodecanoate C(CCCCCCCCCCC)(=O)O.N[C@@H](CC(=O)O)C(=O)O